C(#N)C=1C=CC(=NC1)NC(=O)C1C(C1(C)C)(C)C N-(5-cyano-2-pyridyl)-2,2,3,3-tetramethyl-cyclopropanecarboxamide